N1-(4-(2-(benzylamino)-2-oxoethyl)phenyl)-N2,N2-diethylphthalamide C(C1=CC=CC=C1)NC(CC1=CC=C(C=C1)NC(C=1C(C(=O)N(CC)CC)=CC=CC1)=O)=O